F[C@H]1C[C@H](NC1)C(=O)N[C@H]1CN([C@H](C1)CNC(C1=CC=C(C=C1)C#CC1=CC=C(C=C1)CN1CCOCC1)=O)C(C(C)C)=O (2S,4S)-4-Fluoro-N-((3R,5R)-1-isobutyryl-5-((4-((4-(morpholinomethyl)phenyl)ethynyl)benzamido)methyl)pyrrolidin-3-yl)pyrrolidine-2-carboxamide